FC=1C=C(C=C(C1)F)C1CC=NN1C(=O)C12CC(C1)(C2)CN2N=CC=1C2=CN=C(C1)C#N 1-((3-(5-(3,5-difluorophenyl)-4,5-dihydro-1H-pyrazole-1-carbonyl)bicyclo[1.1.1]pentan-1-yl)methyl)-1H-pyrazolo[3,4-c]pyridine-5-carbonitrile